NC=1C(C2=CC=CC=C2C(C1C)=O)=O 2-amino-3-methyl-1,4-naphthoquinone